Cl.NCCCN(C)CC1=CC=C(C=C1)C1=CC2=C(N=CN=C2C=2C(=C(C=C(C2)F)NC(C2=C(C=C(C=C2)C(C)(C)O)F)=O)C)N1 N-(3-(6-(4-(((3-aminopropyl)(methyl)amino)methyl)phenyl)-7H-pyrrolo[2,3-d]pyrimidin-4-yl)-5-fluoro-2-methylphenyl)-2-fluoro-4-(2-hydroxypropan-2-yl)benzamide HCl salt